2-[4-(2-(methoxy)-5-pyridyl)-6-(4-hydroxypiperidin-1-yl)pyrimidin-2-ylamino]-4-methylthiazole-5-carboxylic acid ethyl ester C(C)OC(=O)C1=C(N=C(S1)NC1=NC(=CC(=N1)C=1C=CC(=NC1)OC)N1CCC(CC1)O)C